F[C@H]1C[C@H](N2N=C(N=C21)S(=O)(=O)C(C)F)C2=CC=CC=C2 (5S,7S)-7-fluoro-2-(1-fluoroethylsulfonyl)-5-phenyl-6,7-dihydro-5H-pyrrolo[1,2-b][1,2,4]triazole